1,3-bis(1-(4-aminophenyl)-1-Methylethyl)benzene NC1=CC=C(C=C1)C(C)(C)C1=CC(=CC=C1)C(C)(C1=CC=C(C=C1)N)C